3-(1-(2-fluoroacryloyl)azetidin-3-yl)-4-(4-methylpiperazine-1-carbonyl)-1-(4-(trifluoromethyl)phenyl)-1,3-dihydro-2H-benzo[d]imidazol-2-one FC(C(=O)N1CC(C1)N1C(N(C2=C1C(=CC=C2)C(=O)N2CCN(CC2)C)C2=CC=C(C=C2)C(F)(F)F)=O)=C